1-Methyl-2-(6-trifluoromethoxy-benzothiazol-2-ylamino)-1H-benzimidazole-5-carboxylic acid (3-methanesulfonyl-propyl)-amide CS(=O)(=O)CCCNC(=O)C1=CC2=C(N(C(=N2)NC=2SC3=C(N2)C=CC(=C3)OC(F)(F)F)C)C=C1